3-(azetidin-3-yl)-4-fluoropyridine TFA salt OC(=O)C(F)(F)F.N1CC(C1)C=1C=NC=CC1F